4-hydrazino-6-trifluoromethyl-pyrimidine N(N)C1=NC=NC(=C1)C(F)(F)F